N-Benzoyl-N-benzyl-O-2-propynylhydroxylamine C(C1=CC=CC=C1)(=O)N(OCC#C)CC1=CC=CC=C1